tert-butyl 4-[2-[(3S)-12-[2-(methoxymethoxy)phenyl]-3-methyl-4,8,10,11-tetrazatricyclo[7.4.0.02,7]trideca-1(9),2(7),10,12-tetraen-4-yl]pyrimidin-5-yl]piperazine-1-carboxylate COCOC1=C(C=CC=C1)C=1N=NC=2NC=3CCN([C@H](C3C2C1)C)C1=NC=C(C=N1)N1CCN(CC1)C(=O)OC(C)(C)C